N-(aminoethyl)aminopropyltrimethoxysilane NCCNCCC[Si](OC)(OC)OC